[Cr+3].P([O-])([O-])N.P([O-])([O-])N.P([O-])([O-])N.[Cr+3] phosphoramidite chromium